CC(CC(C)(C)C)CC(C)(C)CC(C)(C)C 2,4,4,6,8,8-heptamethylnonane